BrCCCCC1=C(C=CC=2NC(N(C21)C)=O)C2C(NC(CC2)=O)=O 3-[4-(4-bromo-butyl)-3-methyl-2-oxo-1,3-benzo-diazol-yl]piperidine-2,6-dione